Dimethyl 2-(1-(2-(pyridin-3-yl)-1H-pyrrol-1-yl)cyclopentane-1-carbonyl)malonate N1=CC(=CC=C1)C=1N(C=CC1)C1(CCCC1)C(=O)C(C(=O)OC)C(=O)OC